C1(=CC=CC=C1)C1=NC(=NC(=N1)C1=CC=CC=C1)C=1C=C(C=C(C1)N1C2=CC=CC=C2C=2C=C(C=CC12)C=1C=CC2=C(SC3=C2C=CC=C3)C1)N1C3=CC=CC=C3C=3C=C(C=CC13)C=1C=CC3=C(SC2=C3C=CC=C2)C1 9,9'-(5-(4,6-diphenyl-1,3,5-triazin-2-yl)-1,3-phenylene)bis(3-(dibenzo[b,d]thiophen-3-yl)-9H-carbazole)